((2S,3R,4R)-2,3-dimethyl-4-((4-methylpyridin-2-yl)amino)-3,4-dihydroquinolin-1(2H)-yl)ethanone C[C@@H]1N(C2=CC=CC=C2[C@@H]([C@H]1C)NC1=NC=CC(=C1)C)C(C)=O